(4-(2-(3-(fluoromethyl)azetidin-1-yl)ethoxy)phenyl)(7-hydroxy-3-(4-(trifluoromethyl)phenyl)quinolin-4-yl)methanone FCC1CN(C1)CCOC1=CC=C(C=C1)C(=O)C1=C(C=NC2=CC(=CC=C12)O)C1=CC=C(C=C1)C(F)(F)F